C1(=CC=C(C2=CC=CC=C12)C1=NC2=C(C(O1)=O)C=CC=C2)C2=NC1=C(C(O2)=O)C=CC=C1 2,2'-(naphthalene-1,4-diyl)bis(4H-3,1-benzoxazin-4-on)